O1COC2=C1C=CC(=C2)OB(O)O benzo[d][1,3]dioxol-5-yl-boric acid